naphthalene-2,7-dicarbonyl dibromide C1=C(C=CC2=CC=C(C=C12)C(=O)Br)C(=O)Br